C[Si](C(CCCCCN(CC)CC)[SiH2]CNCCC[Si](OCC)(OCC)C)(OCC)OCC 1-methyldiethoxysilyl-6-(diethylamino)(methyldiethoxysilylpropylamino)methylsilylhexane